FC1=C(C=CC=C1)C1=CN(C=2N=CN=C(C21)N2C[C@H](N(C[C@@H]2C)C(=O)OC2(CC2)C)C)C2=NC=CC(=C2)C(F)(F)F 1-methylcyclopropyl (2R,5S)-4-(5-(2-fluorophenyl)-7-(4-(trifluoromethyl)pyridin-2-yl)-7H-pyrrolo[2,3-d]pyrimidin-4-yl)-2,5-dimethylpiperazine-1-carboxylate